FC(C1=CC=C(C=C1)N1C=2N(CC(C1)CNC(CC)=O)N=CC2)(F)F N-((4-(4-(trifluoromethyl)phenyl)-4,5,6,7-tetrahydropyrazolo[1,5-a]pyrimidin-6-yl)methyl)propionamide